BrC=1C(=NC=CC1)CC(=O)OCC Ethyl 2-(3-bromo-2-pyridyl)acetate